2-[(2,4-dimethoxyphenyl)methylamino]-8-(3-methoxyphenyl)-6-(5-methyl-3,4-dihydro-2H-quinoxalin-1-yl)pyrido[2,3-d]pyrimidin-7-one COC1=C(C=CC(=C1)OC)CNC=1N=CC2=C(N1)N(C(C(=C2)N2CCNC1=C(C=CC=C21)C)=O)C2=CC(=CC=C2)OC